Cl.N[C@H]1[C@@H](CN(CC1)C1=NC=C(C=N1)C(F)(F)F)O (3R,4R)-4-amino-1-(5-(trifluoromethyl)pyrimidin-2-yl)piperidin-3-ol hydrochloride